ClC1=C(C=C(C=C1)C1=CC=NC(N1[C@@H](C)C1=CC(=CC=C1)C=1C=NN(C1)CC)C)F 6-(4-chloro-3-fluorophenyl)-N-[(1S)-1-[3-(1-ethyl-1H-pyrazol-4-yl)phenyl]ethyl]-2-methylpyrimidin